(2S,4R)-4-fluoro-1-[2-(oxetan-3-yl)acetyl]-[(S)-phenyl[4-(propan-2-yl)phenyl]methyl]pyrrolidine-2-carboxamide F[C@@H]1C[C@@](N(C1)C(CC1COC1)=O)(C(=O)N)[C@H](C1=CC=C(C=C1)C(C)C)C1=CC=CC=C1